C(=C)OCO (vinyloxy)methanol